COC1N([C@@H](CC1)COC=C)C(=O)OC(C)(C)C tert-butyl (5S)-2-methoxy-5-((vinyloxy)methyl)pyrrolidine-1-carboxylate